3-[6-(1,3-benzodioxol-5-yl)imidazo[1,2-b]pyridazin-3-yl]-N-(2-dimethylamino-ethyl)benzamide O1COC2=C1C=CC(=C2)C=2C=CC=1N(N2)C(=CN1)C=1C=C(C(=O)NCCN(C)C)C=CC1